BrC1=CC=CC=2NC(OC(C21)=O)=O 5-Bromo-2H-benzo[d][1,3]oxazine-2,4(1H)-dione